FC1(CC(C#N)=CC=C1CO)OC 3-fluoro-4-(hydroxymethyl)-3-methoxy-benzonitrile